Methyl (S)-4-bromo-5-chloro-2-(2-fluorophenyl)-2,3-dihydrobenzofuran-2-carboxylate BrC1=C(C=CC2=C1C[C@@](O2)(C(=O)OC)C2=C(C=CC=C2)F)Cl